ClC1=C(C=CC(=C1)Cl)NC(=O)N1[C@H](CCC1)C(=O)NC1=CC=C(C=C1)C1=CC=C(C=C1)C(=O)O 4'-({1-[(2,4-dichlorophenyl)carbamoyl]-D-prolyl}amino)[1,1'-biphenyl]-4-carboxylic acid